(3S)-3-[(pyridin-2-yl)-amino]pentanoic acid N1=C(C=CC=C1)N[C@H](CC(=O)O)CC